(1s,4s)-4-((4-methoxy-5-(quinoxalin-6-yl)-7H-pyrrolo[2,3-d]pyrimidin-2-yl)amino)-N,N-dimethylcyclohexane-1-carboxamide COC=1C2=C(N=C(N1)NC1CCC(CC1)C(=O)N(C)C)NC=C2C=2C=C1N=CC=NC1=CC2